8-fluoro-4-(8-fluoro-2-(((2R,7aS)-2-fluorotetrahydro-1H-pyrrolizin-7a(5H)-yl)methoxy)-4-(2,2,2-trifluoroethoxy)pyrido[4,3-d]pyrimidin-7-yl)naphthalen-2-ol FC=1C=CC=C2C(=CC(=CC12)O)C1=C(C=2N=C(N=C(C2C=N1)OCC(F)(F)F)OC[C@]12CCCN2C[C@@H](C1)F)F